BrC1=C(C(=NC2=CN=C(C=C12)[2H])O[C@@H]1CN(C[C@H]1OC)C)F 4-bromo-3-fluoro-2-(((3R,4R)-4-methoxy-1-methylpyrrolidin-3-yl)oxy)-1,7-naphthyridine-6-d